5-(3-((dimethylamino)methyl)-4-(tetrahydrofuran-3-yl)phenyl)-1H-pyrrolo[2,3-b]pyridine CN(C)CC=1C=C(C=CC1C1COCC1)C=1C=C2C(=NC1)NC=C2